ClC1=C(C=C2C(=C(NC2=C1F)C1=NC(=NN1)C(C)N(C)C)C=1C=NNC1)OC 1-(5-(6-chloro-7-fluoro-5-methoxy-3-(1H-pyrazol-4-yl)-1H-indol-2-yl)-1H-1,2,4-triazol-3-yl)-N,N-dimethylethan-1-amine